C1(NCC=2C=C3C(=CC12)C=CC=C3)=O 2,3-dihydro-1H-benzo[f]isoindol-1-one